N1=C(C=CC=C1)C1=NN=NN1 5-(pyridin-2-yl)-tetrazole